C(CCCCCCCCCCCCCCCCC)(=O)O.OCC(O)CO.OCC(O)CO.OCC(O)CO.OCC(O)CO.OCC(O)CO Pentaglycerin monostearate